S1C(=NC2=C1C=CC=C2)CNCC2=C(OCC=1C=NC=C(C#N)C1)C=C(C(=C2)Cl)OCC=2C(=C(C=CC2)C2=C(C(=CC=C2)OCC2CN(CCC2)C)Cl)C 5-((2-(((benzo[d]thiazol-2-ylmethyl)amino)methyl)-4-chloro-5-((2'-chloro-2-methyl-3'-((1-methylpiperidin-3-yl)methoxy)-[1,1'-biphenyl]-3-yl)methoxy)phenoxy)methyl)nicotinonitrile